3-methyl-N-(2-[[(2S)-2-methylpyrrolidin-1-yl]methyl]-1H-pyrrolo[3,2-c]pyridin-6-yl)imidazo[1,5-a]pyridine-7-carboxamide CC1=NC=C2N1C=CC(=C2)C(=O)NC2=CC1=C(C=N2)C=C(N1)CN1[C@H](CCC1)C